ClC=1C=C(C=CC1)NC(C1=CC(=C(C=C1)OC)[N+](=O)[O-])=O N-(3-chlorophenyl)-4-methoxy-3-nitrobenzamide